Trimethylstannic chloride C[Sn](C)(C)Cl